O=C1N(CCC1)CCCCC=1N=C(N(C1)C1=CC=CC=C1)C1=C(C(=O)N)C=CC=C1C=1C=C2C=NN(C2=CC1)COCC[Si](C)(C)C (4-(4-(2-oxopyrrolidin-1-yl)butyl)-1-phenyl-1H-imidazol-2-yl)-3-(1-((2-(trimethylsilyl)ethoxy)methyl)-1H-indazol-5-yl)benzamide